4-chloro-2-(7-fluoro-2-methyl-2H-indazol-5-yl)-6-((4aS,7aS)-octahydro-6H-pyrrolo[3,4-b]pyridin-6-yl)-1,8-naphthyridine ClC1=CC(=NC2=NC=C(C=C12)N1C[C@H]2NCCC[C@H]2C1)C1=CC2=CN(N=C2C(=C1)F)C